5-hydroxy-1,3-dimethylpyrazol-4-yl-(2-methylsulfonyl-4-trifluoromethylphenyl)methanone OC1=C(C(=NN1C)C)C(=O)C1=C(C=C(C=C1)C(F)(F)F)S(=O)(=O)C